tert-Butyl-4-(4-(4-fluorobenzoyl)-1,2,3,4-tetrahydroquinoxaline-1-carboxamido)piperidin-1-carboxylate C(C)(C)(C)OC(=O)N1CCC(CC1)NC(=O)N1CCN(C2=CC=CC=C12)C(C1=CC=C(C=C1)F)=O